4-[5-(4,4,5,5-tetramethyl-1,3,2-dioxaborolan-2-yl)pyrimidin-2-yl]Morpholine CC1(OB(OC1(C)C)C=1C=NC(=NC1)N1CCOCC1)C